tert-butyl-dimethyl-[3-[[4-[1-tetrahydropyran-2-yl-3-(2-triisopropylsilylethynyl)indazol-5-yl]-1H-pyrazol-3-yl]oxy]propoxy]silane C(C)(C)(C)[Si](OCCCOC1=NNC=C1C=1C=C2C(=NN(C2=CC1)C1OCCCC1)C#C[Si](C(C)C)(C(C)C)C(C)C)(C)C